NC1=C(C=NN1C=1C=NC(=CC1C)OC1=C(C=CC=C1F)F)C(=O)C1=CC2=C3CCN(CC3=CC=C2N1)CCO (5-amino-1-{6-[(2,6-difluorophenyl)oxy]-4-methylpyridin-3-yl}pyrazol-4-yl)[7-(2-hydroxyethyl)-6,7,8,9-tetrahydro-3H-pyrrolo[3,2-f]isoquinolin-2-yl]methanone